C(CCCCCC=C)C1C2C=CC(C1)C2 5-(7-octenyl)-2-norbornene